5-(oxolan-3-yl)-2,5-diazabicyclo[2.2.1]heptane O1CC(CC1)N1C2CNC(C1)C2